C(C)C1=NN2C(N(C3=C(C2=O)CN(C3=O)C)CC(=O)NC3=NC=C(C=C3)F)=C1 2-(2-Ethyl-6-methyl-5,8-dioxo-5,6,7,8-tetrahydro-4H-pyrazolo[1,5-a]pyrrolo[3,4-d]pyrimidin-4-yl)-N-(5-fluoropyridin-2-yl)acetamid